BrC1=C(C=C(C=C1)C1CC(C1)C(=O)O)F 3-(4-bromo-3-fluorophenyl)cyclobutane-1-carboxylic acid